Amidophosphate P(=O)([O-])([O-])N